ClC=1C=C(C=2N(C(C(=C(N2)N2CC3=CC=CC=C3C2)C#N)=O)C1)[C@@H](C)NC1=C(C(=O)O)C=CC=C1 (R)-2-((1-(7-chloro-3-cyano-2-(isoindolin-2-yl)-4-oxo-4H-pyrido[1,2-a]pyrimidin-9-yl)ethyl)amino)benzoic acid